C(C)OCCN(CC[C@@H](C(=O)O)NC(=O)C1=CC(=NN1C)C(F)(F)F)CCCCC1=NC=2NCCCC2C=C1 (S)-4-((2-ethoxyethyl)(4-(5,6,7,8-tetrahydro-1,8-naphthyridin-2-yl)butyl)amino)-2-(1-methyl-3-(trifluoromethyl)-1H-pyrazole-5-carboxamido)butanoic acid